[Si]([O-])([O-])([O-])[O-].[PH4+].[PH4+].[PH4+].[PH4+] phosphonium silicat